6-(3,5-dimethylpyrazol-1-yl)-2-[[1-(7H-purin-6-yl)azetidin-3-yl]methyl]pyridazin-3-one CC1=NN(C(=C1)C)C=1C=CC(N(N1)CC1CN(C1)C1=C2NC=NC2=NC=N1)=O